(S)-[2-Chloro-4-fluoro-5-(7-morpholin-4-yl-quinazolin-4-yl)-phenyl]-(4-hydroxymethyl-thiazol-2-yl)-methanol ClC1=C(C=C(C(=C1)F)C1=NC=NC2=CC(=CC=C12)N1CCOCC1)[C@H](O)C=1SC=C(N1)CO